N1(CCC1)C(=O)C1=NC2=CC(=NC=C2C=C1Br)Cl azetidin-1-yl(3-bromo-7-chloro-1,6-naphthyridin-2-yl)methanone